[O-]CCC.[O-]CCC.[Ba+2] barium dipropoxide